6-chloro-N-(4,4-difluorocyclohexyl)-2-(3-(trifluoromethyl)-1H-pyrazol-1-yl)pyrimidin-4-amine ClC1=CC(=NC(=N1)N1N=C(C=C1)C(F)(F)F)NC1CCC(CC1)(F)F